hexahydropyrazino[1,2-d]pyrido[3,2-b][1,4]oxazine-3-carbonitrile N1CC(CC2OCC3N(C21)C=CN=C3)C#N